BrC1=CC2=C(C(=NO2)C2=C(C=CC=C2)[C@H](CC2=NC(=CC=C2)F)N[S@@](=O)C(C)(C)C)C=C1 (S)-N-{(S)-1-[2-(6-bromobenzo[d]isoxazol-3-yl)phenyl]-2-(6-fluoropyridine-2-yl)ethyl}-2-methylpropane-2-sulfinamide